Cl.ClC1=C(C=CC=C1C=1C=NC(=CC1)OC(F)(F)F)[C@@]1(CC(N(C(N1)=N)[C@@H]1C[C@@H](S(CC1)(=O)=O)C)=O)C |o1:26,28| (6S)-6-{2-Chloro-3-[6-(trifluoro-methoxy)pyridin-3-yl]phenyl}-2-imino-6-methyl-3-[(2S*,4S*)-2-methyl-1,1-dioxothian-4-yl]-hexahydropyrimidin-4-one hydrochloride